tert-butyl ((R)-(4-(5-chloro-4-(trifluoromethyl)-2-((R)-2-(trifluoromethyl)morpholino)benzamido)pyridin-2-yl)(methyl)(oxo)-λ6-sulfaneylidene)carbamate ClC=1C(=CC(=C(C(=O)NC2=CC(=NC=C2)[S@](=O)(C)=NC(OC(C)(C)C)=O)C1)N1C[C@@H](OCC1)C(F)(F)F)C(F)(F)F